N-(3-(7-bromo-2-hydroxynaphthalen-1-yl)-4-hydroxy-2,5-dimethylphenyl)-4-methylbenzenesulfonamide BrC1=CC=C2C=CC(=C(C2=C1)C=1C(=C(C=C(C1O)C)NS(=O)(=O)C1=CC=C(C=C1)C)C)O